OC1C(CCC=CCCC=CCC1)O 1,2-dihydroxy-5,9-cyclododecadiene